ethyl (S)-6-((4-(6-((4-chloro-2-fluorobenzyl) oxy)-3,5-difluoropyridin-2-yl) piperidin-1-yl) methyl)-7-(oxetan-2-ylmethyl)-7H-imidazo[4,5-c]pyridazine-3-carboxylate ClC1=CC(=C(COC2=C(C=C(C(=N2)C2CCN(CC2)CC2=NC3=C(N=NC(=C3)C(=O)OCC)N2C[C@H]2OCC2)F)F)C=C1)F